3-(pyridin-3-yl)-7-[(1S)-1-[(2r,4r)-2-(aminomethyl)-6-oxo-5-oxa-7-azaspiro[3.4]octan-7-yl]ethyl]-1H-indole-2-carboxylic acid N1=CC(=CC=C1)C1=C(NC2=C(C=CC=C12)[C@H](C)N1C(OC2(CC(C2)CN)C1)=O)C(=O)O